(2R)-3-(((2,3-bis((3-(benzylamino)propanoyl)oxy)propoxy)(hydroxy)-phosphoryl)oxy)propane-1,2-diyl ditetradecanoate dihydrochloride Cl.Cl.C(CCCCCCCCCCCCC)(=O)OC[C@H](COP(=O)(O)OCC(COC(CCNCC1=CC=CC=C1)=O)OC(CCNCC1=CC=CC=C1)=O)OC(CCCCCCCCCCCCC)=O